N-methyl-1-(pyridin-4-yl)pyrazol-4-amine CNC=1C=NN(C1)C1=CC=NC=C1